4,6-bis(dodecyl-thiomethyl)o-cresol C(CCCCCCCCCCC)SCC=1C=C(C(=C(C1)CSCCCCCCCCCCCC)O)C